4-(6-amino-2-iodo-9H-purin-9-yl)-N-(3-methoxyphenyl)cyclohexanecarboxamide NC1=C2N=CN(C2=NC(=N1)I)C1CCC(CC1)C(=O)NC1=CC(=CC=C1)OC